BrC=1C=C(C(=O)O)C=C(C1)S(=O)(=O)C(F)(F)F 3-bromo-5-[(trifluoromethyl)sulfonyl]benzoic acid